C(CC=C)[C@H]1N(S(C2=C(N(C1)C1=CC=CC=C1)C=C(C(=C2)O/C=C/C(=O)O)SC)(=O)=O)C (R,E)-3-((3-(but-3-en-1-yl)-2-methyl-7-(methylthio)-1,1-dioxido-5-phenyl-2,3,4,5-tetrahydrobenzo[f][1,2,5]thiadiazepin-8-yl)oxy)acrylic acid